1-(4-fluorophenyl)-3-(3-methyl-4-phenoxyphenyl)-1,3,5-triazinane-2,4,6-trione FC1=CC=C(C=C1)N1C(N(C(NC1=O)=O)C1=CC(=C(C=C1)OC1=CC=CC=C1)C)=O